fluorohexan FCCCCCC